7-chloro-2-(p-tolyl)imidazo[1,2-a]pyridine ClC1=CC=2N(C=C1)C=C(N2)C2=CC=C(C=C2)C